9-[1-[2-amino-2-(1H-imidazol-4-yl)acetyl]azetidin-3-yl]oxy-5,5-dihydroxy-6-oxa-5-boranuidatricyclo[5.4.0.02,4]undeca-1(11),7,9-triene-8-carboxylic acid NC(C(=O)N1CC(C1)OC=1C(=C2O[B-](C3CC3C2=CC1)(O)O)C(=O)O)C=1N=CNC1